4-(benzo[d]oxazol-2-yl)benzo[c][1,2,5]thiadiazol-5-ol O1C(=NC2=C1C=CC=C2)C2=C(C=CC1=NSN=C12)O